N=S1(CCC(CC1)C(=O)OC)=O methyl 1-imino-1-oxo-1lambda6-thiane-4-carboxylate